ClC1S(OCC1O[SH2]OOCC1OS(OC1F)=O)(=O)=O 3-chloro-4-[({[(5-fluoro-2-oxo-1,3-dioxathiolan-4-yl)methyl]oxy}(oxy)-λ4-thio)oxy]-2λ6-1,2-oxathiolane-2,2-dione